O1CCC(CC1)C#CC=1C=C(C=C2C(=NNC12)N)B1OC(C(O1)(C)C)(C)C 7-((Tetrahydro-2H-pyran-4-yl)ethynyl)-5-(4,4,5,5-tetramethyl-1,3,2-dioxaborolan-2-yl)-1H-indazol-3-amine